FC(C1=C(C=CC=C1)NC(=O)C1=NC=CC=C1)(F)F N-(2-(trifluoromethyl)phenyl)pyridineamide